4-(((1R)-1-(3-(difluoro(2-methyloxiran-2-yl)methyl)-2-fluorophenyl)ethyl)amino)-2,6,8,8-tetramethyl-6,8-dihydro-7H-pyrrolo[2,3-g]quinazolin-7-one FC(C=1C(=C(C=CC1)[C@@H](C)NC1=NC(=NC2=CC3=C(C=C12)N(C(C3(C)C)=O)C)C)F)(C3(OC3)C)F